3-(4-(tert-butyl)phenyl)azetidine C(C)(C)(C)C1=CC=C(C=C1)C1CNC1